BrC1=CC=C2C(=C(C(N(C2=C1)CC(C)C)=O)C(=O)NC1=CC(=CC=C1)F)O 7-bromo-N-(3-fluorophenyl)-4-hydroxy-1-isobutyl-2-oxo-1,2-dihydroquinoline-3-carboxamide